2-aminopyrimidin-5-ol NC1=NC=C(C=N1)O